5-methyl-N-(3-(piperazin-1-yl)quinolin-8-yl)pyrazine-2-carboxamide CC=1N=CC(=NC1)C(=O)NC=1C=CC=C2C=C(C=NC12)N1CCNCC1